C(C)(C)(C)OC(=O)N1CCC2(C(C(CO2)(C)C)=N[S@@](=O)C(C)(C)C)CC1 (S)-4-((tert-butylsulfinyl)imino)-3,3-dimethyl-1-oxa-8-azaspiro[4.5]decane-8-carboxylic acid tert-butyl ester